COC=1C=C(CN(C=2SC=C(N2)C)CC2=CC=C(C=C2)N2CCN(CC2)C)C=CC1 N-(3-methoxybenzyl)-4-methyl-N-(4-(4-methylpiperazin-1-yl)benzyl)thiazol-2-amine